ethyl 2-(2-methoxyphenyl)-2-oxoacetate COC1=C(C=CC=C1)C(C(=O)OCC)=O